Cl.NCC1CCC(N1)=O 5-(aminomethyl)pyrrolidin-2-one hydrochloride